5-(3-(Difluoromethoxy)phenyl)-N-(3-(2,2-difluoropropyl)-1,2,4-thiadiazol-5-yl)-2-(trifluoromethyl)furan-3-carboxamide FC(OC=1C=C(C=CC1)C1=CC(=C(O1)C(F)(F)F)C(=O)NC1=NC(=NS1)CC(C)(F)F)F